4-methoxy-N-(3-(pyridin-2-yl)isoquinolin-1-yl)benzamide COC1=CC=C(C(=O)NC2=NC(=CC3=CC=CC=C23)C2=NC=CC=C2)C=C1